O=C1NC(=NC2=CC=CC=C12)C(=O)N 4-oxo-3,4-dihydroquinazoline-2-carboxamide